NC1=CC(=NC(=C1)NC1=CC(=CC(=C1)F)F)C(=O)NC1CC2=CC=C(C=C2C1)C 4-Amino-6-((3,5-difluorophenyl)amino)-N-(5-methyl-2,3-dihydro-1H-inden-2-yl)picolinamide